BrC1=CC=C(C=C1)[C@@H]1C[C@H]2C(N([C@@H]1C2)C(=O)OC(C)(C)C)=O tert-butyl (1R,4R,6S)-6-(4-bromophenyl)-3-oxo-2-azabicyclo[2.2.1]heptane-2-carboxylate